4-(benzyloxy)-8-chloro-2-(methylthio)pyrido[4',3':4,5]selenopheno[2,3-d]pyrimidine C(C1=CC=CC=C1)OC=1C2=C(N=C(N1)SC)[Se]C1=C2C=CN=C1Cl